O1-tert-butyl O2-methyl (2S,4S)-4-[tert-butoxycarbonyl-[6-(2-fluoro-3-nitro-phenyl)-2-pyridyl]amino]pyrrolidine-1,2-dicarboxylate C(C)(C)(C)OC(=O)N([C@H]1C[C@H](N(C1)C(=O)OC(C)(C)C)C(=O)OC)C1=NC(=CC=C1)C1=C(C(=CC=C1)[N+](=O)[O-])F